(E)-3-(4-(((1-(3',6-Dicyano-5'-(3-hydroxy-4-methoxyphenyl)-[3,4'-bipyridin]-2'-yl)piperidin-4-yl)amino)methyl)phenyl)-N-hydroxyacrylamide C(#N)C=1C(=NC=C(C1C=1C=NC(=CC1)C#N)C1=CC(=C(C=C1)OC)O)N1CCC(CC1)NCC1=CC=C(C=C1)/C=C/C(=O)NO